(benzothiazol-2-yl)-4-(phenanthren-9-yl)phenol S1C(=NC2=C1C=CC=C2)C2=C(C=CC(=C2)C=2C1=CC=CC=C1C=1C=CC=CC1C2)O